7-Cyano-N-[(4-fluorophenyl)-methyl]-1-(2-methoxy-ethyl)-4-methyl-2-oxo-1H-quinoline-3-carboxylic acid amide C(#N)C1=CC=C2C(=C(C(N(C2=C1)CCOC)=O)C(=O)NCC1=CC=C(C=C1)F)C